2-(4-methoxyphenyl)-2-oxoethyl (S)-2-acetyl-2-hydroxypent-4-enoate C(C)(=O)[C@](C(=O)OCC(=O)C1=CC=C(C=C1)OC)(CC=C)O